5-(4-((2-methoxy-3-oxo-4H-quinoxalin-6-yl)methyl)piperazin-1-yl)-N-(methyl-d3)Pyridinamide COC1=NC2=CC=C(C=C2NC1=O)CN1CCN(CC1)C=1C=CC(=NC1)C(=O)NC([2H])([2H])[2H]